C(C)OC(=O)N[C@H]1CNCC1 (R)-3-((ethoxycarbonyl)amino)pyrrolidin